NCCNC1=NC=C(C(=N1)NC1=CC(=CC=C1)Br)C(=O)N 2-[(2-aminoethyl)amino]-4-[(3-bromophenyl)amino]-5-pyrimidinecarboxamide